NC1=NC=CC=C1[C@H](C)NCCOC1=C2C(NC=NC2=CC(=C1Cl)C1=NC(=CC(=C1C(F)(F)F)C)N(CC1=CC=C(C=C1)OC)CC1=CC=C(C=C1)OC)=O (S)-5-(2-((1-(2-aminopyridin-3-yl)ethyl)amino)ethoxy)-7-(6-(bis(4-methoxybenzyl)amino)-4-methyl-3-(trifluoromethyl)pyridin-2-yl)-6-chloroquinazolin-4(3H)-one